N-((6-bromopyridin-3-yl)methyl)-2-methoxyethan-1-amine BrC1=CC=C(C=N1)CNCCOC